1-[1-[2-(difluoro-methoxy)pyridin-4-yl]-2-hydroxyethyl]-3-(3,4-difluorophenyl)urea FC(OC1=NC=CC(=C1)C(CO)NC(=O)NC1=CC(=C(C=C1)F)F)F